Cl.Cl.FC1=C(C=C(C=C1F)C1=C(C=CC=C1C)C)[C@H](CC(=O)OCC)NC(=O)[C@@H]1[C@H]2C([C@H]2CN1)(C)C ethyl (3S)-3-{4,5-difluoro-2',6'-dimethyl-[1,1'-biphenyl]-3-yl}-3-{[(1R,2S,5S)-6,6-dimethyl-3-azabicyclo[3.1.0]hexan-2-yl]formamido}propanoate hydrochloride HCl